CC1=C(NCCN2C=COC3=C2C=CC=C3)C=CC=C1 N-(2-(2-methylanilino)ethyl)-1,4-benzoxazine